ClC1=CC=C(C=C1)C#CC1=CN(C2=NC=C(C=C21)NC(C=C)=O)C([2H])([2H])[2H] N-(3-((4-Chlorophenyl)ethynyl)-1-(methyl-d3)-1H-pyrrolo[2,3-b]pyridin-5-yl)acrylamide